NC1C2CCC(C1C(C)C)C2 (±)-2-endo-amino-3-exo-isopropylbicyclo[2.2.1]heptane